CC1=CN=C(S1)NC(=O)C2=C(C3=CC=CC=C3N(C2=O)C)O The molecule is a member of the class of quinolones that is the amide obtained from formal condensation of the carboxy group of 4-hydroxy-1-methyl-2-oxo-1,2-dihydroquinoline-3-carboxylic acid with the amino group of 2-amino-3-methyl-1,3-thiazole. It is a member of 1,3-thiazoles, a monocarboxylic acid amide, a monohydroxyquinoline and a quinolone.